NC1=NN(C=C1)C=1C=C(C(=O)N(C)C)C=CC1 3-(3-amino-1H-pyrazol-1-yl)-N,N-dimethylbenzamide